FC(CN1C(=NC2=NC=C(C=C21)C2=CNC=1N=C(N=C(C12)OC)NC1CCN(CC1)C(C)=O)C)F 1-(4-((5-(1-(2,2-difluoroethyl)-2-methyl-1H-imidazo[4,5-b]pyridin-6-yl)-4-methoxy-7H-pyrrolo[2,3-d]pyrimidin-2-yl)amino)piperidin-1-yl)ethan-1-one